6-fluoro-2-[(3R)-3-methylpiperazin-1-yl]1,3-benzothiazole FC1=CC2=C(N=C(S2)N2C[C@H](NCC2)C)C=C1